BrC1=CC2=CN(N=C2C=C1OC)[C@H]1[C@@H](CC(CC1)(O)C)C (3r,4r)-4-(5-bromo-6-methoxy-2H-indazol-2-yl)-1,3-dimethylcyclohexane-1-ol